N1C=CC=2C=NC(=CC21)CC(=O)N (1H-pyrrolo[3,2-c]pyridin-6-yl)acetamide